7-(1-methylpiperidin-4-yl)-2-(2-phenylquinolin-7-yl)pyrazolo[1,5-a]pyrimidine-3-carboxamide CN1CCC(CC1)C1=CC=NC=2N1N=C(C2C(=O)N)C2=CC=C1C=CC(=NC1=C2)C2=CC=CC=C2